4-(4,8-Dimethyl-3,7-nonadienyl)-pyridin CC(=CCCC1=CC=NC=C1)CCC=C(C)C